7-chloro-6-fluoro-5-(4-methoxybenzyl)-2,3-dihydro-1-oxa-3a,5,9-triazapyren-4(5H)-one ClC=1C(=C2N(C(N3CCOC4=CN=C(C1)C2=C43)=O)CC4=CC=C(C=C4)OC)F